4-(4-(2-(3-(1-methyl-1H-pyrazol-4-yl)benzoylamino)-1-phenyl-1H-imidazol-4-yl)butanoyl)piperazine-1-carboxylic acid tert-butyl ester C(C)(C)(C)OC(=O)N1CCN(CC1)C(CCCC=1N=C(N(C1)C1=CC=CC=C1)NC(C1=CC(=CC=C1)C=1C=NN(C1)C)=O)=O